ethyl (2S)-2-(4-methylcyclohexyl)-2-[(3-methylisoxazole-4-carbonyl)amino]acetate CC1CCC(CC1)[C@@H](C(=O)OCC)NC(=O)C=1C(=NOC1)C